3-(2-methyl-5-nitrophenyl)-1H-1,2,4-triazole CC1=C(C=C(C=C1)[N+](=O)[O-])C1=NNC=N1